dihydroxyl-aminoindole OC1=C2C(=C(NC2=CC=C1)N)O